2-isocyano-3-[4-(4-pyridyl)biphenyl-4'-yl]but-2-enenitrile [N+](#[C-])C(C#N)=C(C)C1=CC=C(C=C1)C1=CC=C(C=C1)C1=CC=NC=C1